COC(=O)C=1NC2=CC=C(C=C2C(C1)=C=O)F 6-fluoro-4-carbonyl-1,4-dihydroquinoline-2-carboxylic acid methyl ester